1-[6-(2,4-ditert-butoxypyrimidin-5-yl)imidazo[1,2-b]pyridazin-8-yl]-4,4-difluoro-pyrrolidin-3-ol C(C)(C)(C)OC1=NC=C(C(=N1)OC(C)(C)C)C=1C=C(C=2N(N1)C=CN2)N2CC(C(C2)(F)F)O